2-(4-aminophenyl)thiazole-5-carboxylic acid ethyl ester C(C)OC(=O)C1=CN=C(S1)C1=CC=C(C=C1)N